NC1=NC2=CC(=CC(=C2C=C1Cl)F)CCC=1[C@H]([C@H]([C@@H](C1)N1N=CC=2C1=NC(=NC2C)N)O)O (1S,2R,5R)-3-(2-(2-Amino-3-chloro-5-fluoroquinolin-7-yl)ethyl)-5-(6-amino-4-methyl-1H-pyrazolo[3,4-d]pyrimidin-1-yl)cyclopent-3-ene-1,2-diol